C(C)(C)(C)NC(C(=O)C1=C(C(=CN1C)C(=O)O)C)=O 5-(2-(tert-butylamino)-2-oxoacetyl)-1,4-dimethyl-1H-pyrrole-3-carboxylic acid